N(=[N+]=[N-])C(C(=O)O)C[C@@H](C)[C@H]1CC[C@H]2[C@@H]3[C@@H]([C@@H]([C@@H]4CCCC[C@]4(C)[C@H]3CC[C@]12C)CC)O azido-6α-ethyl-7α-hydroxy-5β-cholan-24-oic acid